ClP(=O)(Cl)C=1C=CC2=C(OC3=C2C=CC=C3)C1 3-(dichlorophosphoryl)dibenzofuran